CC=1C(=C(C=C(C1)C)O)C1=CN=C(N=N1)N[C@H]1CN(CCC1)C (R)-3,5-dimethyl-2-(3-((1-methylpiperidin-3-yl)amino)-1,2,4-triazin-6-yl)phenol